CN(S(=O)(=O)C1=CC=C(C=C1)S(=O)(=O)C(C)C1=C(C(=CC=C1)F)N1CCC(CC1)C(=O)OCC)C ethyl 1-(2-(1-((4-(N,N-dimethylsulfamoyl)phenyl)sulfonyl)ethyl)-6-fluorophenyl)piperidine-4-carboxylate